tert-butyl (2R,3S,4S)-3-(acetyloxy)-4-[(tert-butoxycarbonyl)oxy]-2-{[4-(2-oxo-1,3-dihydroinden-5-yl)phenyl]methyl}pyrrolidine-1-carboxylate C(C)(=O)O[C@H]1[C@H](N(C[C@@H]1OC(=O)OC(C)(C)C)C(=O)OC(C)(C)C)CC1=CC=C(C=C1)C=1C=C2CC(CC2=CC1)=O